[1-(4-ethoxy-4-oxobutyl)-6-oxo-1,6-dihydropyridin-3-yl]Pinacol borate B(O)(O)O.C(C)OC(CCCN1C=C(C=CC1=O)CC(O)(C)C(C)(C)O)=O